(5r,8r)-8-{[1-(2-hydroxyethyl)-1H-pyrazol-4-yl]amino}-N-[(1S)-1-phenylethyl]-2-azaspiro[4.5]decane-2-carboxamide OCCN1N=CC(=C1)NC1CCC2(CCN(C2)C(=O)N[C@@H](C)C2=CC=CC=C2)CC1